C(C1=CC=CC=C1)OC[C@@H]1[C@@](C1)(C#N)N1C(=CC2=CC(=CC=C12)[C@@H]1CC(OCC1)(C)C)C(=O)N(C1=CC=CC=C1)C 1-((1S,2S)-2-((benzyloxy)methyl)-1-cyanocyclopropyl)-5-((S)-2,2-dimethyltetrahydro-2H-pyran-4-yl)-N-methyl-N-phenyl-1H-indole-2-carboxamide